1-((6-Isopropyl-5-(8-methyl-[1,2,4]triazolo[1,5-a]pyridin-6-yl)-4H-thieno[3,2-b]pyrrol-2-yl)methyl)-4-methylpiperidin-4-ol C(C)(C)C=1C2=C(NC1C=1C=C(C=3N(C1)N=CN3)C)C=C(S2)CN2CCC(CC2)(O)C